N-((1H-imidazol-5-yl)methyl)-1-(2-methoxypyridin-4-yl)methylamine N1C=NC=C1CNCC1=CC(=NC=C1)OC